C(CCCCCCCCCCCCCCC)OC(C=C)=O acrylic acid hexadecyl ester